[Si](F)(F)(F)F.[Mo] molybdenum silicon fluoride